(2-((2-((4-(6-amino-2-azaspiro[3.3]heptan-2-yl)-3-methylphenyl)amino)-5-fluoropyrimidin-4-yl)amino)phenyl)dimethylphosphine NC1CC2(CN(C2)C2=C(C=C(C=C2)NC2=NC=C(C(=N2)NC2=C(C=CC=C2)P(C)C)F)C)C1